3-methyl-1-((S)-1-phenylpropyl)-1H-pyrazole-3,5-dicarboxamide CC1(NN(C(=C1)C(=O)N)[C@@H](CC)C1=CC=CC=C1)C(=O)N